C(C)[C@@H]1CCOC1=O (3S,4R)-4-ethyl-5-oxo-tetrahydrofuran